4-{3-[(5-fluoropyridin-3-yl)methoxy]pyridin-2-yl}thiophene-2-carboxylic acid methyl ester COC(=O)C=1SC=C(C1)C1=NC=CC=C1OCC=1C=NC=C(C1)F